2-((S)-1-acryloyl-4-(7-(8-chloronaphthalen-1-yl)-3-fluoro-2-(((S)-1-methylpyrrolidine-2-yl)methoxy)-5,6,7,8-tetrahydro-1,7-naphthyridin-4-yl)piperazin-2-yl)acetonitrile C(C=C)(=O)N1[C@H](CN(CC1)C1=C(C(=NC=2CN(CCC12)C1=CC=CC2=CC=CC(=C12)Cl)OC[C@H]1N(CCC1)C)F)CC#N